ClC=1C=[N+](C=C(C1C[C@H](OC(C1=CC(=C(C=C1)NS(=O)(=O)C)OCC1CC1)=O)C1=CC(=C(C=C1)OC(F)F)OCC1CC1)Cl)[O-] 3,5-dichloro-4-[(2S)-2-[3-(cyclopropylmethoxy)-4-(difluoromethoxy)phenyl]-2-{[3-(cyclopropylmethoxy)-4-(methanesulfonylamino)benzoyl]oxy}ethyl]pyridine 1-oxide